5-Methyl-2-(1-methyl-1H-imidazol-2-yl)-6-(1-methyl-1H-pyrazol-3-yl)pyrrolo[2,1-f][1,2,4]triazin-4-amine CC=1C(=CN2N=C(N=C(C21)N)C=2N(C=CN2)C)C2=NN(C=C2)C